C(C)(C)C1=C(C=CC=C1)N1CCN(CC1)CC[C@H]1OC(C2(C1)CCNCC2)=O (S)-3-(2-(4-(2-isopropylphenyl)piperazin-1-yl)ethyl)-2-oxa-8-azaspiro[4.5]decan-1-one